N-(3-methoxy-1,2,4-thiadiazol-5-yl)-5-(2-methyl-6-(benzenesulfonyl)imidazo[4,5-d]pyrrolo[2,3-b]pyridin-1(6H)-yl)hexahydrocyclopenta[c]pyrrole-2(1H)-carboxamide COC1=NSC(=N1)NC(=O)N1CC2C(C1)CC(C2)N2C(=NC=1C2=C2C(=NC1)N(C=C2)S(=O)(=O)C2=CC=CC=C2)C